C1(CCCCC1)CC(=O)CC(C)=O.C1(CCCCC1)CC(=O)CC(C)=O.[Zn] zinc bis(cyclohexylacetylacetone)